iron-copper sulfur [S].[Cu].[Fe]